2-[4-[(5S)-2,6-diazaspiro[4.5]decan-2-yl]-1H-pyrrolo[2,3-b]pyridin-3-yl]thiazole C1N(CC[C@]12NCCCC2)C2=C1C(=NC=C2)NC=C1C=1SC=CN1